C(C)(C)C=1C=C(C=CC1)N1N=CC(=C1)C1=CC=C(C=C1)NS(=O)(=O)C N-(4-(1-(3-isopropylphenyl)-1H-pyrazol-4-yl)phenyl)methanesulfonamide